Cl.C1(CCCCC1)C(C(=O)NC1CCCCC1)N1C(=NC2=C1C=CC=C2)C2=CC=C(C=C2)C=2C=NNC2 2,N-dicyclohexyl-2-{2-[4-(1H-pyrazol-4-yl)-phenyl]-benzimidazol-1-yl}-acetamide hydrochloride